coumaroyl-putrescine C(\C=C\C1=CC=C(C=C1)O)(=O)NCCCCN